CCC(=S)CC thiopropione